5,6-dichloro-N-(2-isopropyl-4-methylpyridin-3-yl)-3-nitropyridin-2-amine ClC=1C=C(C(=NC1Cl)NC=1C(=NC=CC1C)C(C)C)[N+](=O)[O-]